ClC=1C=C(C=C(C1F)F)CO (3-chloro-4,5-difluorophenyl)methanol